2-(2'-hydroxy-octylphenyl)benzotriazole OC(CC1=C(C=CC=C1)N1N=C2C(=N1)C=CC=C2)CCCCCC